iron N,N-dimethyldithiocarbamate CN(C([S-])=S)C.[Fe+2].CN(C([S-])=S)C